ClC(CI)(OC(C(C(C(C(C(C(C(F)(F)F)(F)F)(F)F)(F)F)(F)F)(F)F)(F)F)(F)F)F 1-(1-chloro-1-fluoro-2-iodoethoxy)perfluorooctane